C(C)(C)(C)[S@](=O)N[C@@H](C)C1=CC=C(C=C1)C1(CCOCC1)N1CCN(CC1)C(=O)OC1=CC=CC=C1 phenyl 4-(4-{4-[(1S)-1-{[(S)-tert-butylsulfinyl]amino}ethyl]phenyl} tetrahydro-2H-pyran-4-yl)piperazine-1-carboxylate